(3R,5S)-5-(3-((2-(trifluoromethyl)imidazo[1,2-c]pyrimidin-5-yl)amino)-1H-pyrazol-5-yl)tetrahydrofuran-3-yl (1-methylcyclopropyl)carbamate CC1(CC1)NC(O[C@H]1CO[C@@H](C1)C1=CC(=NN1)NC1=NC=CC=2N1C=C(N2)C(F)(F)F)=O